3-(cyclopropylmethyl)-7-(((3S,4S)-3-fluoro-1-methylpiperidin-4-yl)amino)-1,1-dioxidobenzo[b]thiophen C1(CC1)CC=1C2=C(S(C1)(=O)=O)C(=CC=C2)N[C@@H]2[C@H](CN(CC2)C)F